[2H]C1(CC(=O)CC(N1C)([2H])[2H])[2H] N-methyl-4-piperidone-d4